C(C)N=C=NCCCN(C)C 3-(((Ethylimino)methylene)amino)-N,N-dimethylpropan-1-amine